ClC=1C=NC=C(C1[C@@H](C)OC=1C=C2C(=NNC2=CC1)C1=CC2=C(OCCN2CCO)N=C1)Cl 2-[7-[5-[(1R)-1-(3,5-dichloro-4-pyridyl)ethoxy]-1H-indazol-3-yl]-2,3-dihydropyrido[2,3-b][1,4]oxazin-1-yl]ethanol